6-methyl-tetrazine CC1=CN=NN=N1